((6,7-dihydro-5H-pyrazolo[5,1-b][1,3]oxazin-3-yl)sulfonyl)((1,2,3,5,6,7-hexahydro-s-indacen-4-yl)carbamoyl)amide N1=CC(=C2OCCCN21)S(=O)(=O)[N-]C(NC2=C1CCCC1=CC=1CCCC21)=O